CCCCCCCCCCCC(=O)N[C@H](C(=O)[O-])O The molecule is an N-acyl-(2S)-hydroxyglycinate resulting from the deprotonation of the carboxy group of N-dodecanoyl-(2S)-hydroxyglycine. The major species at pH 7.3. It is a conjugate base of a N-dodecanoyl-(2S)-hydroxyglycine.